N-(9-anthryl)quinolinium Ethyl-6-chloro-2,5-dimethylpyrazolo[1,5-a]pyrido[3,2-e]pyrimidine-7-carboxylate C(C)OC(=O)C1=C(C=2C(=NC=3N(C2N=C1)N=C(C3)C)C)Cl.C3=CC=CC1=CC2=CC=CC=C2C(=C31)[N+]3=CC=CC1=CC=CC=C31